C(C)(=O)C=1C(=CC2=C(OCO2)C1)NC(CC1CN(CCC1)C(=O)C=1SC=CC1)=O N-(6-acetylbenzo[d][1,3]dioxol-5-yl)-2-(1-(thiophene-2-carbonyl)piperidin-3-yl)acetamide